ClC=1C=CC=2N(C(N=C(C2N1)N1C[C@H](N(C[C@@H]1CC)C(/C(/N)=N/OC(=O)C1CC1)C1=CC=C(C=C1)F)CC)=O)C (Z)-2-((2R,5S)-4-(6-chloro-1-methyl-2-oxo-1,2-dihydropyrido[3,2-d]pyrimidin-4-yl)-2,5-diethylpiperazin-1-yl)-N'-((cyclopropanecarbonyl)oxy)-2-(4-fluorophenyl)acetimidamide